CC1=C(C=CC(=C1O)C(=O)C)O 2,6-dihydroxy-4-methylacetophenone